BrC=1C=CC2=C(CN(S2(=O)=O)CC2COC2)C1F 5-bromo-4-fluoro-2-(oxetan-3-ylmethyl)-2,3-dihydrobenzo[d]isothiazole 1,1-dioxide